COC=1C=CC(=NC1)NC1=CC(=NC(=N1)C=1C=NC=CC1)N1CCC2(CCN(C2=O)C)CC1 8-(6-((5-methoxypyridin-2-yl)amino)-2-(pyridin-3-yl)pyrimidin-4-yl)-2-methyl-2,8-diazaspiro[4.5]decan-1-one